COC1(CCNCC1)C(F)(F)F 4-methoxy-4-(trifluoromethyl)piperidine